N-(2-chloro-6-((2,5-dichloropyrimidin-4-yl)amino)phenyl)methane-sulfonamide ClC1=C(C(=CC=C1)NC1=NC(=NC=C1Cl)Cl)NS(=O)(=O)C